[Na].C(CCCCCCCCCCC)CC(C(=O)O)N β-dodecyl-aminopropionic acid sodium